3,5-bistrifluoromethylbenzoyl-hydrazine FC(C=1C=C(C(=O)NN)C=C(C1)C(F)(F)F)(F)F